BrC1=CC=C2C(=NNC2=C1)C#N 6-bromoindazole-3-carbonitrile